C(C1=CC=CC=C1)N(C(=O)NCC1=CC=C(C=C1)OC)CC1=CC=CC=C1 1,1-dibenzyl-3-(4-methoxybenzyl)urea